[N+](=O)([O-])C1=C(C#N)C=CC=C1NCCCC1=CC=CC=C1 nitro-3-((3-phenylpropyl)amino)benzonitrile